NC1=NC=C(C2=C1C(=C(N2C)I)Br)C#N 4-amino-3-bromo-2-iodo-1-methyl-1H-pyrrolo[3,2-C]pyridine-7-carbonitrile